(3'R)-5',5'-difluoro[1,3'-bipiperidin]-2-one FC1(C[C@H](CNC1)N1C(CCCC1)=O)F